Arginin-Hydrochlorid Cl.N[C@@H](CCCNC(N)=N)C(=O)O